4,6-dichloropyridazine-3-carboxylic acid methyl ester COC(=O)C=1N=NC(=CC1Cl)Cl